4-phenylsulfanylphenyldiphenylsulfonium C1(=CC=CC=C1)SC1=CC=C(C=C1)[S+](C1=CC=CC=C1)C1=CC=CC=C1